C(C)(C)(C)OC(=O)N1CCC(CC1)OC1=CC(=C(C=C1)Br)F 4-(4-bromo-3-fluorophenoxy)piperidine-1-carboxylic acid tert-butyl ester